FC1=C(C=CC(=C1)C1COC1)NC(=O)C=1N=C(NC1)C=1N(C=NC1C1=CC=C(C=C1)F)C(C)C N-(2-fluoro-4-(oxetan-3-yl)phenyl)-5'-(4-fluorophenyl)-3'-isopropyl-1H,3'H-[2,4'-biimidazole]-4-carboxamide